ClC=1C(=NC(=NC1)N1CCC(CC1)OC1CCC2(CN(C2)C(=O)OC(C)(C)C)CC1)NC=1C=C2C=C(C(N(C2=CC1)C(C)C)=O)OCC(NC)=O tert-butyl 7-([1-[5-chloro-4-([1-isopropyl-3-[(methylcarbamoyl) methoxy]-2-oxoquinolin-6-yl] amino) pyrimidin-2-yl] piperidin-4-yl] oxy)-2-azaspiro[3.5]nonane-2-carboxylate